3-(4-(4-Amino-3-(4-phenoxyphenyl)-1H-pyrazolo[3,4-d]pyrimidin-1-yl)-[1,4'-Bipiperidin-1'-yl]azetidin-1-yl)-2-(2,6-dioxopiperidin-3-yl)isoindoline NC1=C2C(=NC=N1)N(N=C2C2=CC=C(C=C2)OC2=CC=CC=C2)C2CC(N2C2N(CC1=CC=CC=C21)C2C(NC(CC2)=O)=O)N2CCC(CC2)N2CCCCC2